(3R,5'S)-1'-((S)-2-(3-(tert-butyl)-8-oxo-5,6-dihydro-[1,2,4]triazolo[4,3-a]pyrazin-7(8H)-yl)-3-cyclopropylpropionyl)-2-oxospiro[indole-3,3'-pyrrolidine]-5'-carbonitrile C(C)(C)(C)C1=NN=C2N1CCN(C2=O)[C@H](C(=O)N2C[C@]1(C[C@H]2C#N)C(NC2=CC=CC=C21)=O)CC2CC2